BrC=1C=NC(=NC1)C12OCC(NC1)C2 (5-bromopyrimidin-2-yl)-2-oxa-5-azabicyclo[2.2.1]heptane